ClC1=C(C=C(C(=C1)F)OC)C1=CC(=C(S1)C(=O)OC)NC(=O)OC1=CC=C(C=C1)[N+](=O)[O-] methyl 5-(2-chloro-4-fluoro-5-methoxy-phenyl)-3-[(4-nitrophenoxy)carbonylamino]thiophene-2-carboxylate